FC(C(=O)NC1=CC=CC=C1)(C1=C(C=CC(=C1)C)OC)F 2,2-difluoro-2-(2-methoxy-5-methylphenyl)-N-phenylacetamide